(S)-2-(3-(2-(azetidin-1-yl)ethyl)-4,5-dimethyl-6-oxopyridazine-1(6H)-yl)-4-methylpentanoic acid N1(CCC1)CCC1=NN(C(C(=C1C)C)=O)[C@H](C(=O)O)CC(C)C